FC1(CN(C1)C(=O)C1=CN(C(C2=CC(=C(C=C12)OC)OC)=O)C1=C2C=CN(C2=CC(=C1)F)C)F 4-(3,3-difluoroazetidine-1-carbonyl)-2-(6-fluoro-1-methyl-1H-indol-4-yl)-6,7-dimethoxy-1,2-dihydroisoquinolin-1-one